4-(phenyl)tert-butylbromobenzene C1(=CC=CC=C1)C1=CC(=C(C=C1)Br)C(C)(C)C